ClC1=C(C=C(C=C1)C1=CN=CC(=N1)CN1C(OC(C1)C(=O)O)=O)OC(F)F 3-((6-(4-chloro-3-(difluoromethoxy)phenyl)pyrazin-2-yl)methyl)-2-oxooxazolidine-5-carboxylic acid